methanethiol CS